4-[5-(1-ethyl-3-methyl-1H-pyrazol-5-yl)-4H-1,2,4-triazol-3-yl]-1-[3-(piperidin-4-yl)propyl]-1H-indazole-6-carboxamide C(C)N1N=C(C=C1C=1NC(=NN1)C1=C2C=NN(C2=CC(=C1)C(=O)N)CCCC1CCNCC1)C